CC(C(=O)O)OC1=C2C=3C(=CC=CC3N(C2=CC(=C1)OC)CC1=CC=CC=C1)C(N)=O methyl-[9-benzyl-4-carbamoyl-7-methoxycarbazol-5-yl]oxyacetic acid